tert-butyl (S)-4-(5-(7-methoxy-2-methylimidazo[1,2-a]pyridine-6-carboxamido)pyrazin-2-yl)-2-methylpiperazine-1-carboxylate COC1=CC=2N(C=C1C(=O)NC=1N=CC(=NC1)N1C[C@@H](N(CC1)C(=O)OC(C)(C)C)C)C=C(N2)C